N7-butyl-1-[(2-methoxy-5-{[(oxan-4-yl)amino]-methyl}phenyl)methyl]-1H-pyrazolo[4,3-d]pyrimidine-5,7-diamine C(CCC)NC=1C2=C(N=C(N1)N)C=NN2CC2=C(C=CC(=C2)CNC2CCOCC2)OC